C(C=C)(=O)O.C1(CCC(N1)=O)=O Succinimide acrylate